5-(Imidazo[1,2-b]pyridazin-6-yl)-N-(cis-4-(methoxy-d3)cyclohexyl)-7H-pyrrolo[2,3-d]pyrimidin-2-amine N=1C=CN2N=C(C=CC21)C2=CNC=1N=C(N=CC12)N[C@@H]1CC[C@@H](CC1)OC([2H])([2H])[2H]